7-iodo-4-methoxy-6-(methoxymethyl)benzo[d]isoxazol-3-amine IC1=C(C=C(C=2C(=NOC21)N)OC)COC